Cl.[C@@H]1([C@H](O)[C@H](O)[C@@H](CO)O1)N1C=NC=2C(=O)NC(N)=NC12 Guanosine hydrochloride